7-Chloro-1-isopropyl-2,3,4,9-tetrahydro-1H-pyrido[3,4-b]indole TFA salt OC(=O)C(F)(F)F.ClC1=CC=C2C3=C(NC2=C1)C(NCC3)C(C)C